COC=1C=2N(C=CC1)N=C(C2)[C@H]2N(CCC1=C2N=CN1)C(=O)C=1OC(=NN1)C1=NN(C=C1)C(F)(F)F (S)-(4-(4-methoxypyrazolo[1,5-a]pyridin-2-yl)-6,7-dihydro-1H-imidazo[4,5-c]pyridin-5(4H)-yl)(5-(1-(trifluoromethyl)-1H-pyrazol-3-yl)-1,3,4-oxadiazol-2-yl)methanone